4-METHYLPYRIDINE-2-BORONIC ACID CC1=CC(=NC=C1)B(O)O